CN1CCN(CC1)C(=O)C1=CC=C(C=C1)C=1C=C2CC3(C(NC2=CC1)=O)CN(CC3)C#N 6'-(4-(4-methylpiperazine-1-carbonyl)phenyl)-2'-oxo-1',4'-dihydro-2'H-spiro[pyrrolidine-3,3'-quinoline]-1-carbonitrile